C(C)(C)(C)OC(=O)N([C@H](C(=O)OC)CCCC=C)C Methyl (S)-2-((tert-butoxycarbonyl)(methyl)amino)hept-6-enoate